4-Methyltriacontane CC(CCC)CCCCCCCCCCCCCCCCCCCCCCCCCC